ClC1=C(C(=CC=C1)Cl)C=1C=C2C=C(N=CC2=C(C1F)NC(OC(C)(C)C)=O)NC(=O)[C@H]1[C@@H](C1)F |r| (±)-trans-tert-butyl (6-(2,6-dichlorophenyl)-7-fluoro-3-(2-fluorocyclopropane-1-carboxamido)isoquinolin-8-yl)carbamate